C1CC1NC2=NN=C(C=C2)Cl 6-Chloro-N-cyclopropylpyridazin-3-amine